O1C[C@H](CC1)OC1=CC=C(C=C1)C=O [4-[[(3S)-tetrahydro-3-furyl]oxy]phenyl]methanone